5-(4-phenylbutoxy)-6-nitro-N-carboxypropylisoindoline-1,3-dione C1(=CC=CC=C1)CCCCOC=1C=C2C(N(C(C2=CC1[N+](=O)[O-])=O)CCCC(=O)O)=O